3-(1H-1,2,3-triazol-4-yl)aniline N1N=NC(=C1)C=1C=C(N)C=CC1